O1C(OCC1)C=1C=C(C=CC1[N+](=O)[O-])C1=C(NC=2N(C1=O)N=C(C2C2=CC=CC=C2)C2=CC=CC=C2)C 6-(3-(1,3-dioxolan-2-yl)-4-nitrophenyl)-5-methyl-2,3-diphenylpyrazolo[1,5-a]pyrimidin-7(4H)-one